NC1=CC(=C(OC=2C3=C(C(NN2)=O)[C@@H](CC3)C([2H])([2H])[2H])C(=C1)Cl)Cl (R)-4-(4-amino-2,6-dichlorophenoxy)-7-(methyl-d3)-6,7-dihydro-5H-cyclopenta[d]pyridazin-1-one